(S)-2-amino-N-(3-chloro-2-fluorobenzyl)-4-methylpentanamide N[C@H](C(=O)NCC1=C(C(=CC=C1)Cl)F)CC(C)C